[RuH3].[Ni] nickel-ruthenium hydride